1-chloromethyl-3-trifluoromethoxybenzene ClCC1=CC(=CC=C1)OC(F)(F)F